CC=1C=C(\C=C/2\C(C3=CC=CC=C3CC2)=O)C=CC1 (E)-2-(3-methylbenzylidene)-1-tetralone